(7R)-4-(2,4-difluorophenyl)-7-(4-methyl-1,3-thiazol-5-yl)-2-(2-(2-propenoyl)-2,6-diazaspiro[3.4]octan-6-yl)-7,8-dihydro-5H-pyrano[4,3-b]pyridine-3-carbonitrile FC1=C(C=CC(=C1)F)C1=C2C(=NC(=C1C#N)N1CC3(CN(C3)C(C=C)=O)CC1)C[C@@H](OC2)C2=C(N=CS2)C